C(C1=CC=CC=C1)OC1=NN(C(=C1C(F)(F)F)C(=O)OC)COCC[Si](C)(C)C methyl 3-(benzyloxy)-4-(trifluoromethyl)-1-((2-(trimethylsilyl)ethoxy)methyl)-1H-pyrazole-5-carboxylate